[4-(acetoxy)-2-naphthalenyl]-ethyl sulfate S(=O)(=O)(OCCC1=CC2=CC=CC=C2C(=C1)OC(C)=O)[O-]